1-(2-iodophenyl)-3-methyl-1H-indol IC1=C(C=CC=C1)N1C=C(C2=CC=CC=C12)C